FC(C1=C(C=C(C(=N1)OCC1=CC=C(C=C1)C(F)(F)F)C#N)C(=O)N1CCC(CC1)C1=NOC(=N1)C)F 6-(difluoromethyl)-5-[4-(5-methyl-1,2,4-oxadiazol-3-yl)piperidine-1-carbonyl]-2-[[4-(trifluoromethyl)phenyl]methoxy]pyridine-3-carbonitrile